(NZ)-N-(thiophen-2-ylmethylidene)hydroxylamine C1=CSC(=C1)/C=N/O